4-carboxymethyl-sulfonyl-aniline C(=O)(O)CS(=O)(=O)C1=CC=C(N)C=C1